3-(3-(4-((isothiazole-3-yloxy)methyl)phenoxy)azetidin-1-yl)-2-(1H-pyrrol-1-yl)benzoic acid S1N=C(C=C1)OCC1=CC=C(OC2CN(C2)C=2C(=C(C(=O)O)C=CC2)N2C=CC=C2)C=C1